BrC1=C(C=C(C(=C1)Cl)Cl)CCO 2-(2-bromo-4,5-dichloro-phenyl)ethanol